3-(2-acetamido-ethyl)-1H-indol-5-yl butyrate C(CCC)(=O)OC=1C=C2C(=CNC2=CC1)CCNC(C)=O